FC=1C(=CC=C2C(=NC(=NC12)OCC12CCCN2CCC1)N1C[C@H]2CC[C@@H](C1)N2C(CCC#N)=O)C2=CC(=CC1=CC=CC=C21)O 4-((1R,5S)-3-(8-fluoro-7-(3-hydroxynaphthalen-1-yl)-2-((tetrahydro-1H-pyrrolizin-7a(5H)-yl)methoxy)quinazolin-4-yl)-3,8-diazabicyclo[3.2.1]octan-8-yl)-4-oxobutanenitrile